(4S)-11-((E)-((1,1-dimethylethoxy)imino)methyl)-4-ethyl-4-hydroxy-1,12-dihydro-14H-pyrano(3',4':6,7)indolizino(1,2-b)quinoline-3,14(4H)-dione CC(C)(O\N=C\C1=C2C(=NC=3C=CC=CC13)C1=CC3=C(C(N1C2)=O)COC([C@]3(O)CC)=O)C